3-((2,4-dihydroxybenzylidene)amino)-coumarin OC1=C(C=NC=2C(OC3=CC=CC=C3C2)=O)C=CC(=C1)O